3-(7-iodo-3H-imidazo[4,5-b]pyridine-5-yl)-2-methylbenzonitrile IC1=C2C(=NC(=C1)C=1C(=C(C#N)C=CC1)C)NC=N2